2-(4,4-Dimethylpiperidin-1-yl)-4-iodobenzoic acid CC1(CCN(CC1)C1=C(C(=O)O)C=CC(=C1)I)C